Cl.NCC1=NNC(C2=CC=C(C=C12)C=1C=NN(C1N1C(C2(C3=CC=CC=C13)CCC2)=O)C)=O 1'-(4-(4-(aminomethyl)-1-oxo-1,2-dihydro-phthalazin-6-yl)-1-methyl-1H-pyrazol-5-yl)spiro[cyclobutane-1,3'-indoline]-2'-one hydrochloride